ClC1=C(C=NC2=CC=C(C=C12)Cl)S(=O)(=O)N1CCC(CC1)(F)F 4,6-dichloro-3-[(4,4-difluoro-1-piperidyl)sulfonyl]quinoline